tert-butyl 4-[4-[[(2S)-2-[[2-[(1-tert-butoxycarbonylazetidin-3-yl)methyl]pyrazole-3-carbonyl]amino]-3,3-dicyclopropyl-propanoyl]amino]phenyl]-3,5-dimethyl-pyrazole-1-carboxylate C(C)(C)(C)OC(=O)N1CC(C1)CN1N=CC=C1C(=O)N[C@H](C(=O)NC1=CC=C(C=C1)C=1C(=NN(C1C)C(=O)OC(C)(C)C)C)C(C1CC1)C1CC1